The molecule is a 3-oxoacyl-CoA that results from the formal condensation of the thiol group of coenzyme A with the carboxy group of 3-oxoicosanoic acid. It has a role as a human metabolite and a Saccharomyces cerevisiae metabolite. It derives from a 3-oxoicosanoic acid. It is a conjugate acid of a 3-oxoicosanoyl-CoA(4-). CCCCCCCCCCCCCCCCCC(=O)CC(=O)SCCNC(=O)CCNC(=O)[C@@H](C(C)(C)COP(=O)(O)OP(=O)(O)OC[C@@H]1[C@H]([C@H]([C@@H](O1)N2C=NC3=C(N=CN=C32)N)O)OP(=O)(O)O)O